N=1C=CN2C1C=CC(=C2)C=2C=NN1C2C(N(C[C@@H]1C)C1=CC(=C(C=C1)F)Cl)=O (7S)-3-(imidazo[1,2-a]pyridin-6-yl)-7-methyl-5-[3-chloro-4-fluorophenyl]-6,7-dihydropyrazolo[1,5-a]pyrazin-4(5H)-one